9,9-bis(4-(2-hydroxyethoxy)phenyl)-1,8-di(1-pyrenyl)fluorene OCCOC1=CC=C(C=C1)C1(C2=C(C=CC=C2C=2C=CC=C(C12)C1=CC=C2C=CC3=CC=CC4=CC=C1C2=C34)C3=CC=C4C=CC2=CC=CC1=CC=C3C4=C21)C2=CC=C(C=C2)OCCO